C1(=CC=CC=C1)CC(=O)OC1=C(C=CC=C1)OC benzeneacetic acid, 2-methoxyphenyl ester